(hydroxymethyl)pyrrolidine-1-carboxamide OCC1N(CCC1)C(=O)N